BrCC(=O)C1=C(C=C(C(=C1)C)Cl)F 2-bromo-1-(4-chloro-2-fluoro-5-methylphenyl)ethan-1-one